2,4,6-tribromoisocyanatobenzene BrC1=C(C(=CC(=C1)Br)Br)N=C=O